(3R)-pyrrolidine-3-carboxylic acid N1C[C@@H](CC1)C(=O)O